N-(tert-butoxycarbonyl)glycine hydrochloride Cl.C(C)(C)(C)OC(=O)NCC(=O)O